N=S(=O)(C)C iminodimethyl-lambda6-sulfanone